2-bromo-1-(3-((4-methoxybenzyl)amino)-6-methylthieno[2,3-b]pyrazin-2-yl)pentane-1,3-dione BrC(C(=O)C=1N=C2C(=NC1NCC1=CC=C(C=C1)OC)SC(=C2)C)C(CC)=O